BrC=1C(=CNC1)S(=O)(=O)NC1=C(C=C(C=C1)C#N)F 4-bromo-N-(4-cyano-2-fluorophenyl)-1H-pyrrole-3-sulfonamide